FC(CC1=C(NC2=CC=C(C=C12)C1CCN(CC1)CC(=O)N(C)C)C1=CC(=C(C=C1)OC)OC)F 2-(4-(3-(2,2-difluoroethyl)-2-(3,4-dimethoxyphenyl)-1H-indol-5-yl)piperidin-1-yl)-N,N-dimethylacetamide